[N-](S(=O)(=O)C(F)(F)F)S(=O)(=O)C(F)(F)F.C(CCCCC)[N+](CCCC)(CCCC)CCCC hexyltributylammonium bis(trifluoromethanesulfonyl)imide